3-[5-amino-8-(2,6-dimethyl-4-pyridinyl)-3-oxo-7-phenyl-[1,2,4]triazolo[4,3-c]pyrimidin-2-yl]pyrrolidine-1-carboxylic acid tert-butyl ester C(C)(C)(C)OC(=O)N1CC(CC1)N1N=C2N(C(=NC(=C2C2=CC(=NC(=C2)C)C)C2=CC=CC=C2)N)C1=O